(S)-6-(2-hydroxy-3-((2-hydroxyethyl)(methyl)amino)propyl)hexanoic acid-3-hexylnonyl ester C(CCCCC)C(CCOC(CCCCCC[C@@H](CN(C)CCO)O)=O)CCCCCC